(S)-ethyl 2-(chlorosulfonyl)butanoate ClS(=O)(=O)[C@H](C(=O)OCC)CC